O1[C@@H](COCC1)COC1=C(C=C2C=C(NC2=C1)CNC(=O)C1(CC1)C)Cl (S)-N-((6-((1,4-dioxan-2-yl)methoxy)-5-chloro-1H-indol-2-yl)methyl)-1-methylcyclopropane-1-carboxamide